2,2-Dimethylpropyl N-{(1S)-1-cyclohexyl-2-oxo-2-[(2-oxospiro[1H-indole-3,4'-oxane]-6-yl)amino]ethyl}carbamate C1(CCCCC1)[C@@H](C(NC1=CC=C2C(=C1)NC(C21CCOCC1)=O)=O)NC(OCC(C)(C)C)=O